C1(CC1)C=1N=NN(C1)[C@H](C(=O)N1[C@@H](C[C@H](C1)O)C(=O)NCC1=CC2=C(OCO2)C=C1OC(F)F)C(C)(C)C (2S,4r)-1-[(2S)-2-(4-cyclopropyl-triazol-1-yl)-3,3-dimethyl-butyryl]-N-[[6-(difluoromethoxy)-1,3-benzodioxol-5-yl]methyl]-4-hydroxy-pyrrolidine-2-carboxamide